ClC1=C(C=C(C=C1)C1=CN(C2=NC(=CC=C21)C(=O)N2C(C(NCC2)=O)(C)C)C(COC)(C)C)F 4-(3-(4-chloro-3-fluorophenyl)-1-(1-methoxy-2-methylpropan-2-yl)-1H-pyrrolo[2,3-b]pyridine-6-carbonyl)-3,3-dimethyl-piperazin-2-one